COC=1C=CC=2N(C=3C=CC=CC3C2N1)CC1=CC=C(CP(OC(C)(C)C)(OC(C)(C)C)=O)C=C1 Di-tert-butyl (4-((2-methoxy-5H-pyrido[3,2-b]indol-5-yl)methyl)benzyl)phosphonate